3-(4-bromophenyl)-3-hydroxycyclobutyl-carboxylic acid BrC1=CC=C(C=C1)C1(CC(C1)C(=O)O)O